trans-4-((3-(2-Cyclopropyloxazol-4-yl)phenyl)((trans-4-(4-methoxy-3-methylphenyl)cyclohexyl)methyl)carbamoyl)-cyclohexyl methylcarbamate CNC(O[C@@H]1CC[C@H](CC1)C(N(C[C@@H]1CC[C@H](CC1)C1=CC(=C(C=C1)OC)C)C1=CC(=CC=C1)C=1N=C(OC1)C1CC1)=O)=O